C(C)(C)OCN iso-propoxymethylamine